tert-butyl (R)-3-((3-((tert-butyldimethylsilyl)ethynyl)thieno[3,2-c]pyridin-4-yl)amino)piperidine-1-carboxylate [Si](C)(C)(C(C)(C)C)C#CC1=CSC2=C1C(=NC=C2)N[C@H]2CN(CCC2)C(=O)OC(C)(C)C